2-bromo-6-chlorothieno[2,3-b]pyridine BrC1=CC=2C(=NC(=CC2)Cl)S1